C1(CCC1)OC=1C(=CC2=CN(N=C2C1)C12COC(C1)(C2)C)C(=O)NC=2C(N(C=CC2)C2CC2)=O 6-cyclobutoxy-N-(1-cyclopropyl-2-oxo-1,2-dihydropyridin-3-yl)-2-(1-methyl-2-oxabicyclo[2.1.1]hexan-4-yl)-2H-indazole-5-carboxamide